tert-butyl 4-(1-methylimidazol-4-yl)-4-oxo-butanoate CN1C=NC(=C1)C(CCC(=O)OC(C)(C)C)=O